C1(CC1)NC(=O)C=1C(=CC(=NC1)NC1=NC=CC(=C1)C(=O)OC)NC1=C(C(=CC=C1)C1=NC=C(C=N1)F)OC Methyl 2-{[5-(cyclopropylcarbamoyl)-4-{[3-(5-fluoropyrimidin-2-yl)-2-methoxyphenyl] amino} pyridin-2-yl]amino}pyridine-4-carboxylate